phenylthio-(n-propyl-n-butyl) phosphinate [PH2](OC(CCC)(CCC)SC1=CC=CC=C1)=O